COC=1C(=CC=C(C(=O)[O-])C1)CN1CCOCC1 5-methoxy-4-(morpholinomethyl)benzoate